C(C)(C)[Ge](COC1=CC=C(C=C1C=1C(=C(C=C(C1)CCCCCCCC)C1=CC(=CC(=C1)C(C)(C)C)C(C)(C)C)O)C(C)(C)C)(COC1=CC=C(C=C1C=1C(=C(C=C(C1)CCCCCCCC)C1=CC(=CC(=C1)C(C)(C)C)C(C)(C)C)O)C(C)(C)C)C(C)C 6'',6'''''-(((diisopropylgermanediyl)bis(methylene))bis(oxy))bis(3,3'',5-tri-t-butyl-5'-octyl-[1,1':3',1''-terphenyl]-2'-ol)